N1=CC(=CC=C1)C1=NC(=NC(=C1)C=1C=NC=CC1)C(C)=O 1-(4,6-di(pyridin-3-yl)pyrimidin-2-yl)ethanone